FC(CN1C(=NC2=C1C=C(C=C2F)C2=CNC=1N=C(N=CC12)NC1CC2(C1)CCN(CC2)C(C)=O)C)F 1-(2-((5-(1-(2,2-difluoroethyl)-4-fluoro-2-methyl-1H-benzo[d]imidazol-6-yl)-7H-pyrrolo[2,3-d]pyrimidin-2-yl)amino)-7-azaspiro[3.5]nonan-7-yl)ethan-1-one